N-[(3S,4S)-1-(2-methoxyethyl)-3-methyl-4-piperidyl]-6-[3-(2-ethoxy-4-mesylphenylamino)-1-propynyl]-1-(2,2,2-trifluoroethyl)-1H-1,3-benzimidazole-4-carboxamide COCCN1C[C@@H]([C@H](CC1)NC(=O)C1=CC(=CC=2N(C=NC21)CC(F)(F)F)C#CCNC2=C(C=C(C=C2)S(=O)(=O)C)OCC)C